ONC(C(C(C)C)NC(=O)C1CCN(CC1)CC=1C(=C(C=CC1)C1=CC=CC=C1)C)=O N-(1-(hydroxyamino)-3-methyl-1-oxobutan-2-yl)-1-((2-methyl-[1,1'-biphenyl]-3-yl)methyl)piperidine-4-carboxamide